BrC1=CC=C(C=C1)C(CCCC\C=C/C1=NC=CC=C1)=O (Z)-(4-bromophenyl)-7-(pyridine-2-yl)hept-6-en-1-one